C1(CCCCC1)C1=C(C=C(C=C1OC)\C=C\C1=C(C=C(C=C1F)F)F)OC (E)-2-cyclohexyl-5-(2,4,6-trifluorostyryl)-1,3-dimethoxybenzene